CNCCN1CCN(CC1)CCNC 1,4-bis-(N-methyl-aminoethyl)-piperazine